(3S,4S)-1-(2-((S)-2-decanamido-3-(hexylamino)-3-oxopropyl)benzo[d]oxazole-6-carbonyl)-N3,N4-bis((1S,2R)-2-phenylcyclopropyl)pyrrolidine-3,4-dicarboxamide C(CCCCCCCCC)(=O)N[C@@H](CC=1OC2=C(N1)C=CC(=C2)C(=O)N2C[C@H]([C@@H](C2)C(=O)N[C@@H]2[C@H](C2)C2=CC=CC=C2)C(=O)N[C@@H]2[C@H](C2)C2=CC=CC=C2)C(=O)NCCCCCC